N-(1-(azetidin-1-yl)-2-methylpropan-2-yl)-4-((2R,4s,6S)-2-cyano-7-((5-methoxy-7-methyl-1H-indol-4-yl)methyl)-7-azaspiro[3.5]nonan-6-yl)benzamide N1(CCC1)CC(C)(C)NC(C1=CC=C(C=C1)[C@@H]1CC2(CC(C2)C#N)CCN1CC1=C2C=CNC2=C(C=C1OC)C)=O